N[C@H](CC1=C(C=2N=NC=C(C2S1)NCC=1OC=CC1)Br)C 6-[(2S)-2-aminopropyl]-7-bromo-N-[(furan-2-yl)methyl]thieno[3,2-c]pyridazin-4-amine